4'-acetyl-biphenyl-2-ylamine C(C)(=O)C1=CC=C(C=C1)C1=C(C=CC=C1)N